O=C1OC2=CC=C(C=C2C=C1)\C=C\C1=CC=CC=C1 (E)-2-oxo-6-styryl-2H-chromene